(S)-3-(3-bromo-5-(2-(((tert-butyldimethylsilyl)oxy)methyl)pyrrolidin-1-yl)phenyl)oxetan-3-ol BrC=1C=C(C=C(C1)N1[C@@H](CCC1)CO[Si](C)(C)C(C)(C)C)C1(COC1)O